OC=1C=C2C3CCNC(C3=NC2=CC1)(C(=O)O)C 6-hydroxy-1-methyl-tetrahydro-β-carboline-1-carboxylic acid